6-fluoro-chromen-2-one FC=1C=C2C=CC(OC2=CC1)=O